NC1=CC=CC(=N1)O 6-Aminopyridine-2-ol